BrC=1C(=NC(=NC1)NC1=CC=C(C=C1)S(=O)(=O)NCCOCCOCCOCCOCCN(C/C=C/C(=O)O)C)NC1=C(C(=CC=C1)F)C(N)=O (E)-4-[2-[2-[2-[2-[2-[[4-[[5-bromo-4-(2-carbamoyl-3-fluoro-anilino)pyrimidin-2-yl]amino]phenyl]sulfonylamino]ethoxy]ethoxy]ethoxy]ethoxy]ethyl-methyl-amino]but-2-enoic acid